CC1=CC2=C(CC(N1)=O)C=CC=C2 4-methyl-1H-benzo[d]azepin-2(3H)-one